1-oxopropan-2-ylcarbamate O=CC(C)NC([O-])=O